4-keto-6-phenyl-3,4-dihydro-2H-1,3-thiazin-2-ylidenebenzamide O=C1NC(SC(=C1)C1=CC=CC=C1)=NC(C1=CC=CC=C1)=O